4-[4-[(5S)-5-(aminomethyl)-2-oxo-3-oxazolidinyl]phenyl]-3-morpholinone NC[C@H]1CN(C(O1)=O)C1=CC=C(C=C1)N1C(COCC1)=O